N-(2-(2-oxo-7-azaspiro[3.5]nonan-7-yl)-5-(trifluoromethyl)pyridin-3-yl)-5-(tetrahydro-2H-pyran-4-yl)furan-2-carboxamide O=C1CC2(C1)CCN(CC2)C2=NC=C(C=C2NC(=O)C=2OC(=CC2)C2CCOCC2)C(F)(F)F